neodymium-iron-gallium-copper [Cu].[Ga].[Fe].[Nd]